BrC1=C(C=C(C(=O)NCC=2N=NN(C2)CC2=CC=C(C=C2)F)C=C1)[N+](=O)[O-] 4-bromo-N-((1-(4-fluorobenzyl)-1H-1,2,3-triazol-4-yl)methyl)-3-nitrobenzamide